C1(=CC=CC=C1)C1=CNC=C(C1)C(C=C)C1=CC=C(C=C1)C 3-phenyl-5-(1-p-tolylallyl)-1,4-dihydropyridine